FC(C(=O)O)(F)F.CC1(CN(CC1)C=1N=NC(=CN1)C1=C(C=C(C=C1)C=1C=NN(C1)C)O)NC(C)C 2-(3-{3-methyl-3-[(prop-2-yl)amino]pyrrolidin-1-yl}-1,2,4-triazin-6-yl)-5-(1-methyl-1H-pyrazol-4-yl)phenol trifluoroacetate